NC1=C(C(NC2=C(C=CC=C12)C1=C(C=CC(=C1)OCC1=NC=C(C=C1)C)F)=O)C(=O)NCCC 4-Amino-8-[2-fluoro-5-[(5-methyl-2-pyridyl)methoxy]phenyl]-2-oxo-N-propyl-1H-quinoline-3-carboxamide